FC(CN1C[C@@H](CCC1)NC(O)=O)F.BrC=1C=NN(C1[N+](=O)[O-])C=1C=C(C=C(C1)C)NC(C=C)=O N-(3-(4-bromo-5-nitro-1H-pyrazol-1-yl)-5-methylphenyl)acrylamide [(3R)-1-(2,2-difluoroethyl)piperidin-3-yl]carbamate